3-Cyclopropyl-6-(Trifluoromethyl)-1-(1-(5-(Trifluoromethyl)Pyridin-2-Yl)Propyl)-1H-Pyrazolo[3,4-d]Pyrimidin-4(5H)-One C1(CC1)C1=NN(C=2N=C(NC(C21)=O)C(F)(F)F)C(CC)C2=NC=C(C=C2)C(F)(F)F